CC1=NC=C(C(=C1C1=CC=CC=C1)NCC=1C=CC(=NC1)S(=O)(=O)N)[N+](=O)[O-] 5-(((2-methyl-5-nitro-3-phenylpyridin-4-yl)amino)methyl)pyridine-2-sulfonamide